FC=1C=C(C(=O)N2\C=C(/C3=C(C(C2)(C)C)C(=NN3)C)\C(=O)OCC)C=CC1F (E)-ethyl 6-(3,4-difluorobenzoyl)-3,4,4-trimethyl-1,4,5,6-tetrahydropyrazolo[3,4-d]azepine-8-carboxylate